C(CCCCCCCCCCC\C=C/CCCCCCCC)(=O)OCCCCCCCCCCCCCCCCCCCCCC(C)C isotetracosyl erucate